CC=1C=C(N)C=CC1OC1CCN(CC1)C1COC1 3-methyl-4-((1-(oxetane-3-yl)piperidin-4-yl)oxy)aniline